(5'S)-3-((2,3-dihydrobenzofuran-5-yl)methoxy)-5'-(pyrazin-2-yl)tetrahydro-3'H-spiro[cyclobutane-1,2'-pyrrolo[2,1-b]oxazol]-3'-one O1CCC2=C1C=CC(=C2)COC2CC1(C(N3C(O1)CC[C@H]3C3=NC=CN=C3)=O)C2